(S)-N-(1-((2-(1H-indol-3-yl)ethyl)amino)-1-oxo-3-phenylpropan-2-yl)-5-((4-bromophenyl)oxy)-4-oxo-4H-chromen-2-carboxamide N1C=C(C2=CC=CC=C12)CCNC([C@H](CC1=CC=CC=C1)NC(=O)C=1OC2=CC=CC(=C2C(C1)=O)OC1=CC=C(C=C1)Br)=O